O1C(=CC=C1)CNC(CC1C(N(C2=C(S1)N=CC=C2)C)=O)=O N-(furan-2-ylmethyl)-2-(1-methyl-2-oxo-2,3-dihydro-1H-pyrido[2,3-b][1,4]thiazin-3-yl)acetamide